ClC1=CC=C(OC=2C(=C(C=NC2)CC2=C(C(=NC=C2)N)F)CC)C=C1 4-[[5-(4-chlorophenoxy)-4-ethyl-3-pyridinyl]methyl]-3-fluoro-pyridin-2-amine